(S)-N-(1-(7-(8-ethynyl-3-hydroxynaphthalen-1-yl)-8-fluoro-2-((tetrahydro-1H-pyrrolizin-7a(5H)-yl)methoxy)pyrido[4,3-d]pyrimidin-4-yl)-5,5-difluoroazepan-3-yl)acrylamide C(#C)C=1C=CC=C2C=C(C=C(C12)C1=C(C=2N=C(N=C(C2C=N1)N1C[C@H](CC(CC1)(F)F)NC(C=C)=O)OCC12CCCN2CCC1)F)O